1,2,4,5-tetrakis(4-formylphenyl)-3,6-dimethylbenzene C(=O)C1=CC=C(C=C1)C1=C(C(=C(C(=C1C)C1=CC=C(C=C1)C=O)C1=CC=C(C=C1)C=O)C)C1=CC=C(C=C1)C=O